O1C(OC=C1)=C1OC=CO1 bi[1,3]dioxol